C(C)N(CCC(C)C)C=1C=C2C=3C=CC=CC3CC2=CC1 6-(N-ethyl-N-isopentylamino)fluorene